2-(2-phenylethyl)imidazole C1(=CC=CC=C1)CCC=1NC=CN1